4-(t-butyl)pyridine 5-[(4-iodopyrazol-1-yl)methyl]-2-azabicyclo[3.1.0]hexane-2-carboxylate IC=1C=NN(C1)CC12CCN(C2C1)C(=O)O.C(C)(C)(C)C1=CC=NC=C1